3-fluorophthalic anhydride FC1=C2C(C(=O)OC2=O)=CC=C1